{6-bromo-2-[3-cyano-5-difluoromethylphenoxy]phenyl}ethyl difluoroacetate FC(C(=O)OCCC1=C(C=CC=C1Br)OC1=CC(=CC(=C1)C(F)F)C#N)F